acetyl-penicillamine C(C)(=O)N[C@@H](C(C)(C)S)C(=O)O